(R)-2-(4-isopropyl-2-oxoimidazolidin-1-yl)-2,3-dihydro-1H-indene-2-carbaldehyde C(C)(C)[C@H]1NC(N(C1)C1(CC2=CC=CC=C2C1)C=O)=O